methyl-3-(2-chloro-3,3,3-trifluoro-1-propenyl)-2,2-dimethylcyclopropanecarboxylic acid CC1(C(C1C=C(C(F)(F)F)Cl)(C)C)C(=O)O